C(N)(=O)C(C(C)C)NC(=O)C1=CN(C2=CC=CC=C12)CCCCCF N-(1-carbamoyl-2-methylpropyl)-1-(5-fluoropentyl)-1H-indole-3-carboxamide